(3aR,6aS)-N-(4-(5-cyano-2,2-dimethyl-2,3-dihydro-1H-pyrrolizin-7-yl)pyridin-2-yl)octahydrocyclopenta[c]pyrrole-5-carboxamide C(#N)C=1N2CC(CC2=C(C1)C1=CC(=NC=C1)NC(=O)C1C[C@@H]2[C@@H](CNC2)C1)(C)C